COC(C1=CC=C(C=C1)C1(CN(CC1)C(C)=O)NC(=O)C=1N(C2=CC=C(C(=C2C1)Cl)Cl)C)=O methyl-4-[1-acetyl-3-[(4,5-dichloro-1-methyl-indole-2-carbonyl)-amino]-pyrrolidin-3-yl]-benzoate